Fluoro-2,6-dimethyl-4-(4,4,5,5-tetramethyl-1,3,2-dioxaborolan-2-yl)pyridine FC=1C(=NC(=CC1B1OC(C(O1)(C)C)(C)C)C)C